FC=1C=C2C(=NC1)CN(C2)C(=O)NC2=CC=C(C=C2)NC(C(C)(C)O)=O 3-fluoro-N-(4-(2-hydroxy-2-methylpropanamido)phenyl)-5,7-dihydro-6H-pyrrolo[3,4-b]pyridine-6-carboxamide